C(C)(C)(C)OC(=O)NCC(=O)OC1=CC2=C(NC(=N2)SCC2=NC=C(C(=C2C)OC)C)C=C1 2-(((4-methoxy-3,5-dimethylpyridin-2-yl)methyl)thio)-1H-benzo[d]imidazol-5-yl (tert-butoxycarbonyl)glycinate